6-(5-(trifluoromethyl)pyridin-2-yl)-2-oxa-5-azabicyclo[2.2.1]heptane FC(C=1C=CC(=NC1)C1NC2COC1C2)(F)F